8-(9,9-difluoro-2,6-diazaspiro[3.5]nonan-2-yl)-N-(1-((1-(difluoromethyl)cyclopropyl)sulfonyl)piperidin-4-yl)quinazolin-2-amine FC1(CCNCC12CN(C2)C=2C=CC=C1C=NC(=NC21)NC2CCN(CC2)S(=O)(=O)C2(CC2)C(F)F)F